FC(C1=NN=C(O1)C1=CC=C2CN(C(C2=C1)=O)NC(C)C1=CC=C(C=C1)F)F 6-[5-(difluoromethyl)-1,3,4-oxadiazol-2-yl]-2-{[1-(4-fluorophenyl)ethyl]amino}-2,3-dihydro-1H-isoindol-1-one